[Fe].[Cu].[Na].[K].[Bi].[Nb] niobium bismuth potassium sodium copper iron